(S)-4-((2-acetamidoethyl)(4-(5,6,7,8-tetrahydro-1,8-naphthyridin-2-yl)butyl)amino)-2-((5-bromopyrimidin-4-yl)amino)butanoic acid C(C)(=O)NCCN(CC[C@@H](C(=O)O)NC1=NC=NC=C1Br)CCCCC1=NC=2NCCCC2C=C1